ClC=1C=C(C=CC1F)C=1C(=C2N(N1)CCC2)C=2C=CC=1N(C2)N=CN1 6-(2-(3-Chloro-4-fluorophenyl)-5,6-dihydro-4H-pyrrolo[1,2-b]pyrazol-3-yl)-[1,2,4]triazolo[1,5-a]pyridine